4-(4-(4-(3-(2-bromoethyl)azetidin-1-yl)phenyl)piperidin-1-yl)-2-(trifluoro-methyl)benzonitrile BrCCC1CN(C1)C1=CC=C(C=C1)C1CCN(CC1)C1=CC(=C(C#N)C=C1)C(F)(F)F